C(C)N1CNN=C1CO 4-ethyl-5-(hydroxymethyl)-2,4-dihydro-3H-1,2,4-triazol